C(#N)C(C)(C)C=1C=C(C(=NC1)C(=O)N(C)OC)SCC 5-(1-cyano-1-methyl-ethyl)-3-ethylsulfanyl-N-methoxy-N-methyl-pyridine-2-carboxamide